5-((4-((5-(dimethyl-phosphoryl)quinoxalin-6-yl)amino)-7H-pyrrolo[2,3-d]pyrimidin-2-yl)amino)-6-methoxy-2-(4-methylpiperazin-1-yl)nicotinonitrile CP(=O)(C)C1=C2N=CC=NC2=CC=C1NC=1C2=C(N=C(N1)NC=1C(=NC(=C(C#N)C1)N1CCN(CC1)C)OC)NC=C2